CC=1C=C(C=C(C1OCCCN1CCN(CC1)C)C)NC1=NC=C(C(=N1)N1OCCC1C1=CC=CC=C1)C(F)(F)F N-(3,5-dimethyl-4-(3-(4-methylpiperazin-1-yl)propoxy)phenyl)-4-(3-phenylisoxazolidin-2-yl)-5-(trifluoromethyl)pyrimidin-2-amine